C(C)N1C(C2=C3C(C(=CC=C13)NCC1=CC=C(C=C1)OC)=CC=C2)=O 1-ethyl-6-((4-methoxybenzyl)amino)benzo[cd]indol-2(1H)-one